COC1CN(CC1)P(CC1=CC=C(C=C1)C1=NOC(=N1)C(F)(F)F)(C)=O (3-methoxypyrrolidin-1-yl)(methyl)(4-(5-(trifluoromethyl)-1,2,4-oxadiazol-3-yl)benzyl)phosphine oxide